ethyl 1-{4-fluoro-2-[(3-fluoro-5-methanesulfonylphenyl)methoxy]-6-methylphenyl}-1H-pyrazole-4-carboxylate FC1=CC(=C(C(=C1)C)N1N=CC(=C1)C(=O)OCC)OCC1=CC(=CC(=C1)S(=O)(=O)C)F